tert-butyl (S)-2-(6-chloro-2-((4-hydroxytetrahydro-2H-pyran-4-yl)methyl)-1,2,3,4-tetrahydroisoquinolin-8-yl)pyrrolidine-1-carboxylate ClC=1C=C2CCN(CC2=C(C1)[C@H]1N(CCC1)C(=O)OC(C)(C)C)CC1(CCOCC1)O